[Ni+]=O Nickel(III)-Oxid